5-(2-((3-((2R,6S)-4-(5-cyclopropylpyrimidin-2-yl)-2,6-dimethylpiperazin-1-yl)-3-oxopropoxy)methyl)pyrrolidin-1-yl)-2-(4-methoxybenzyl)-4-(trifluoromethyl)pyridazin-3(2H)-one C1(CC1)C=1C=NC(=NC1)N1C[C@H](N([C@H](C1)C)C(CCOCC1N(CCC1)C1=C(C(N(N=C1)CC1=CC=C(C=C1)OC)=O)C(F)(F)F)=O)C